[K+].C(=O)[O-].C(=O)[O-].C1=CC=CC1.C1=CC=CC1.[K+] dicyclopentadiene diformate potassium